ClC1=NC=2CC(N(CC2C=C1)C(=O)[O-])C=C(C)C 2-chloro-7-(2-methylprop-1-en-1-yl)-7,8-dihydro-1,6-naphthyridin-6(5H)-carboxylate